OCCS(=O)(=O)NC1=CC(=C(C=C1)N1N=NC(=C1)C1=CC(=NC(=C1)C=1C=NN(C1)C)C)N1CCC2(CC2)CC1 2-hydroxy-N-(4-(4-(2-methyl-6-(1-methyl-1H-pyrazol-4-yl)pyridin-4-yl)-1H-1,2,3-triazol-1-yl)-3-(6-azaspiro[2.5]octan-6-yl)phenyl)ethane-1-sulfonamide